OCCC(O)C1OCC1 2-hydroxyethyl-oxetanyl-methanol